CC(C(C(C(=O)N)(C)C)=O)(C(=O)N)C tetramethyl-3-oxoglutaramide